ClC=1C=C(C=C(C1OC[C@@H](CCl)O)Cl)C(C)(C)C1=CC=C(OC[C@H](CNS(=O)(=O)C)O)C=C1 N-((S)-3-(4-(2-(3,5-dichloro-4-((S)-3-chloro-2-hydroxypropoxy)phenyl)propan-2-yl)phenoxy)-2-hydroxypropyl)methanesulfonamide